4-((3,5-dicyano-4-ethyl-6-(4-methyl-1,4-diazepan-1-yl)pyridin-2-ylsulfanyl)methyl)phenylboronic acid C(#N)C=1C(=NC(=C(C1CC)C#N)N1CCN(CCC1)C)SCC1=CC=C(C=C1)B(O)O